Ethyl 2-fluoro-5-(1-((5-methyl-1,3,4-oxadiazol-2-yl)methyl)-1H-pyrazolo[4,3-b]pyridin-6-yl)benzoate FC1=C(C(=O)OCC)C=C(C=C1)C=1C=C2C(=NC1)C=NN2CC=2OC(=NN2)C